(4-(pyridin-2-ylmethyl)piperazin-1-yl)propan-1-one N1=C(C=CC=C1)CN1CCN(CC1)C(CC)=O